ethyl 5-{[(benzyloxy) carbonyl] amino}-2-chloro-3-oxopentanoate C(C1=CC=CC=C1)OC(=O)NCCC(C(C(=O)OCC)Cl)=O